Boc-β-methoxyalanine C(=O)(OC(C)(C)C)N[C@@H](COC)C(=O)O